FC(OC1=C(C(=O)NCC)C(=CC(=C1)C=1C=NN2C1C=CC(=C2)C=2C=NN(C2)C)OC)F 2-(difluoromethoxy)-N-ethyl-6-methoxy-4-[6-(1-methylpyrazol-4-yl)pyrazolo[1,5-a]pyridin-3-yl]benzamide